[Sc].[Cr] chromium-scandium